dioctyl-tin dimaleate C(\C=C/C(=O)[O-])(=O)[O-].C(\C=C/C(=O)[O-])(=O)[O-].C(CCCCCCC)[Sn+4]CCCCCCCC